NC(CC1=CC=C(O1)C(=O)N1CCN(CC1)C1=NC=C(C=N1)C(F)(F)F)C (5-(2-aminopropyl)furan-2-yl)(4-(5-(trifluoromethyl)pyrimidin-2-yl)piperazin-1-yl)methanone